(S)-2,2-diethoxy-1-(3-methoxyphenyl)ethan-1-amine C(C)OC([C@@H](N)C1=CC(=CC=C1)OC)OCC